NC=1C=C(C=CC1O)C1(CCOCC1)N1C(NCC(C1)(F)F)=O 1-(4-(3-amino-4-hydroxyphenyl)tetrahydro-2H-pyran-4-yl)-5,5-difluorotetrahydro-pyrimidin-2(1H)-one